(E)-1-(1-hydroxy-2,3,1-benzodiazaborinin-2-yl)-3-phenyl-prop-2-en-1-one OB1N(N=CC2=C1C=CC=C2)C(\C=C\C2=CC=CC=C2)=O